5-chloro-1,3,3,8-tetramethyl-pyrrolo[2,3-g]phthalazin-2-one ClC1=NN=C(C=2C=C3C(=CC12)C(C(N3C)=O)(C)C)C